(3-(2-bromo-5-(2-(methylthio)pyrimidin-4-yl)thiazol-4-yl)-2-fluoro-phenyl)-2,6-difluorobenzenesulfonamide BrC=1SC(=C(N1)C=1C(=C(C=CC1)C=1C(=C(C(=CC1)F)S(=O)(=O)N)F)F)C1=NC(=NC=C1)SC